6-chloro-2-(2-methoxyethoxy)pyridin-3-amine ClC1=CC=C(C(=N1)OCCOC)N